2,4-bis(thiazol-4-yl)-3-methyl-7-(pyridin-2-ylmethyl)-3,7-diaza-bicyclo[3.3.1]nonane-9-one S1C=NC(=C1)C1C2CN(CC(C(N1C)C=1N=CSC1)C2=O)CC2=NC=CC=C2